[Ni+2].[Cr](=O)([O-])[O-] chromite nickel